4-(1-naphthyl)phenyl-N-[4-(9-phenanthryl)phenyl]aniline C1(=CC=CC2=CC=CC=C12)C1=CC=C(C=C1)N(C1=CC=CC=C1)C1=CC=C(C=C1)C=1C2=CC=CC=C2C=2C=CC=CC2C1